C([C@H]([C@@H]([C@]1(C(=O)C2(OP(=O)(O1)O2)O)O)O)O)O Hexulose Phosphate